benzenepropanoic acid, 3,5-bis(1,1-dimethylethyl)-4-hydroxy-isononyl ester C1(=CC=CC=C1)CCC(=O)OCCC(C(C(CC(C)C)C(C)(C)C)O)C(C)(C)C